CN1C(C2(CCN(CC2)C2(CNC2)CC#N)C2=C3C(=NC=C21)N(C(=C3C3=CC=CC=C3)C=3C=NN(C3)C)S(=O)(=O)C3=CC=CC=C3)=O 2-(3-(6-methyl-2-(1-methyl-1H-pyrazol-4-yl)-7-oxo-1-phenyl-3-(phenylsulfonyl)-6,7-dihydro-3H-spiro[dipyrrolo[2,3-b:3',2'-d]pyridine-8,4'-piperidin]-1'-yl)azetidin-3-yl)acetonitrile